C1(=CC=CC=C1)C(CC1=CC=CC=C1)OC(=O)N[C@@H](CC(C)C)C(=O)O ((1,2-diphenylethoxy)carbonyl)-Z-leucine